1,3-dichloro-2-chloromethylbenzene ClC1=C(C(=CC=C1)Cl)CCl